5-(8-fluoroimidazo[1,2-a]pyridin-6-yl)-4-methoxy-N-((4s,7s)-1-oxaspiro[3.5]nonan-7-yl)-7H-pyrrolo[2,3-d]pyrimidin-2-amine FC=1C=2N(C=C(C1)C1=CNC=3N=C(N=C(C31)OC)NC3CCC1(CCO1)CC3)C=CN2